C1(CC1)C=1C=CC(=NC1F)[C@@H](NC(=O)[C@H]1N(C[C@@H](C1)F)C(CC1=CN(C(C(=C1)C)=O)CC)=O)C1=CC=CC=C1 (2S,4R)-N-[(S)-(5-cyclopropyl-6-fluoropyridin-2-yl)(phenyl)methyl]-1-[2-(1-ethyl-5-methyl-6-oxo-1,6-dihydropyridin-3-yl)acetyl]-4-fluoropyrrolidine-2-carboxamide